2-amino-2-(hydroxymethyl)propane-1,3-diol (R)-3-(5-chloro-6-(1-(4-methylpyridin-2-yl)ethoxy)-2-oxobenzo[d]oxazol-3(2H)-yl)propanoate ClC=1C(=CC2=C(N(C(O2)=O)[C@@H](C(=O)OCC(CO)(CO)N)C)C1)OC(C)C1=NC=CC(=C1)C